FC1=C(C(=CC=2C3=C(C(=NC12)O[C@@H](C)[C@H]1N(CCC1)C)N=NN3[C@@H]3C[C@H](NCC3)CC#N)C)C3=NC=C(C1=CC=CC=C31)F ((2S,4S)-4-(6-fluoro-7-(4-fluoroisoquinolin-1-yl)-8-methyl-4-((S)-1-((S)-1-methylpyrrolidin-2-yl)ethoxy)-1H-[1,2,3]triazolo[4,5-c]quinolin-1-yl)piperidin-2-yl)acetonitrile